(S)-(4-(6-methylbenzo[d]thiazol-2-yl)-6,7-dihydro-1H-imidazo[4,5-c]pyridin-5(4H)-yl)(oxazol-5-yl)methanone CC1=CC2=C(N=C(S2)[C@H]2N(CCC3=C2N=CN3)C(=O)C3=CN=CO3)C=C1